5-ethynyl-6-fluoro-4-(8-fluoro-2-(((2R,7aS)-2-fluorotetrahydro-1H-pyrrolizin-7a(5H)-yl)methoxy)-4-(7-methyl-1,4-oxazepan-4-yl)pyrido[4,3-d]pyrimidin-7-yl)naphthalen-2-ol C(#C)C1=C2C(=CC(=CC2=CC=C1F)O)C1=C(C=2N=C(N=C(C2C=N1)N1CCOC(CC1)C)OC[C@]12CCCN2C[C@@H](C1)F)F